C(C1=CC=CC=C1)OC1(CCNCC1)C1=C(N=C(S1)N(C)C(=O)OC(C)(C)C)C(=O)OCC ethyl 5-[4-(benzyloxy)piperidin-4-yl]-2-{[(tert-butoxy)carbonyl](methyl)amino}-1,3-thiazole-4-carboxylate